OC1[C@@H](N([C@@H](C1)C)C(=O)OC)CO[C@@H]1CC[C@@H](CC1)C1=CC=CC=C1 methyl (2S,5R)-3-hydroxy-5-methyl-2-((((CIS)-4-phenylcyclohexyl)oxy)-methyl)pyrrolidine-1-carboxylate